ethyl 2-[(3R)-3-methyl-4-(oxetan-3-yl)piperazin-1-yl]thieno[2,3-d]thiazole-5-carboxylate C[C@@H]1CN(CCN1C1COC1)C=1SC2=C(N1)SC(=C2)C(=O)OCC